5-Cyclopropyl-6-(5-fluoro-2-hydroxyphenyl)-1-methylpyridin-2(1H)-on C1(CC1)C=1C=CC(N(C1C1=C(C=CC(=C1)F)O)C)=O